aluminum oxide Tantalum [Ta+5].[O-2].[Al+3].[O-2].[O-2].[O-2]